1-{dioxo[tetrahydro-1H-pyrrol-3-yl]-λ6-sulfanyl}-4-[4-(trifluoromethyl)pyridin-2-yl]piperazine O=S(N1CCN(CC1)C1=NC=CC(=C1)C(F)(F)F)(C1CNCC1)=O